N-[4-[5-[4-bromo-2-(ethylsulfamoyl)phenyl]thiazol-2-yl]cyclohexyl]carbamic acid isopropyl ester C(C)(C)OC(NC1CCC(CC1)C=1SC(=CN1)C1=C(C=C(C=C1)Br)S(NCC)(=O)=O)=O